3-(4-((4-bromo-2-methylphenyl)sulfonyl)piperazin-1-yl)-N,N-dimethylpropan-1-amine BrC1=CC(=C(C=C1)S(=O)(=O)N1CCN(CC1)CCCN(C)C)C